N-benzyl-2-(isoquinolin-6-yl)-1-((1S,3R)-3-(methylcarbamoyl)cyclopentyl)-1H-benzo[d]imidazole-6-carboxamide C(C1=CC=CC=C1)NC(=O)C=1C=CC2=C(N(C(=N2)C=2C=C3C=CN=CC3=CC2)[C@@H]2C[C@@H](CC2)C(NC)=O)C1